BrC1=C(C(=CC=C1)C1=CC=C(C=C1)C1=NC(=NC(=C1)C1=CC=CC=C1)C1=CC=CC=C1)N 3-bromo-4'-(2,6-DIPHENYLPYRIMIDIN-4-yl)-[1,1'-biphenyl]-2-amine